5-(3,3-difluoropiperidine-1-carboxamido)-1-(2-((2S,4R)-4-fluoro-2-((S)-1-hydroxy-2-(6-methylpyridin-2-yl)ethyl)pyrrolidin-1-yl)-2-oxoethyl)-1H-indole-3-carboxamide FC1(CN(CCC1)C(=O)NC=1C=C2C(=CN(C2=CC1)CC(=O)N1[C@@H](C[C@H](C1)F)[C@H](CC1=NC(=CC=C1)C)O)C(=O)N)F